methyl 3-amino-2-(1,2,3,4-tetrahydroquinoline-4-carbonyl)-4,5-dihydro-2H-pyrazolo[3,4-c]pyridine-6(7H)-carboxylate NC=1N(N=C2CN(CCC21)C(=O)OC)C(=O)C2CCNC1=CC=CC=C21